6-isobutyl-2-methyl-2,3-dihydro-1H-inden-1-one C(C(C)C)C1=CC=C2CC(C(C2=C1)=O)C